1-[(2R,3R)-2-(3-methoxy-2-methyl-phenyl)-3-morpholino-pyrrolidin-1-yl]-2-[(6R)-6-methyl-3-(trifluoromethyl)-5,6-dihydro-4H-cyclopenta[c]pyrazol-2-yl]ethanone COC=1C(=C(C=CC1)[C@H]1N(CC[C@H]1N1CCOCC1)C(CN1N=C2C(=C1C(F)(F)F)CC[C@H]2C)=O)C